oxazolidone ethyl-acrylate C(C)OC(C=C)=O.O1[C-]=NC(C1)=O